C(#N)CCN1CCC(CC1)N1C(C(=CC=C1)NC1=NN2C(N=CC=C2NC)=C1C(=O)N[C@H]1[C@H](C1)F)=O ((1-(1-(2-cyanoethyl)piperidin-4-yl)-2-oxo-1,2-dihydropyridin-3-yl)amino)-N-((1R,2S)-2-fluorocyclopropyl)-7-(methylamino)pyrazolo[1,5-a]pyrimidine-3-carboxamide